(N-[4-amino-5-(6-methoxypyridine-3-carbonyl)thiazol-2-yl]-3,4-difluoro-anilino)propionamide NC=1N=C(SC1C(=O)C=1C=NC(=CC1)OC)N(C1=CC(=C(C=C1)F)F)C(C(=O)N)C